5-[4-amino-5-(trifluoromethyl)pyrrolo[2,1-f][1,2,4]triazin-7-yl]-N-(1-benzyl-1H-pyrazol-4-yl)-2-methylpyridine-3-carboxamide NC1=NC=NN2C1=C(C=C2C=2C=C(C(=NC2)C)C(=O)NC=2C=NN(C2)CC2=CC=CC=C2)C(F)(F)F